Tert-butyl (2R)-4-[3-(2,4-dioxo-1,3-diazinan-1-yl)-1-methylindazol-6-yl]-2-methylpiperazine-1-carboxylate O=C1N(CCC(N1)=O)C1=NN(C2=CC(=CC=C12)N1C[C@H](N(CC1)C(=O)OC(C)(C)C)C)C